COC(=O)C=1OC=CC1 2-Furanoic acid methyl ester